CC(=O)N[C@@H]1[C@H](C[C@@](O[C@H]1[C@@H]([C@@H](CO)O)O)(C(=O)O)OC[C@@H]2[C@@H]([C@@H]([C@H]([C@@H](O2)O[C@@H]3[C@H](O[C@H]([C@@H]([C@H]3O)NC(=O)C)O[C@H]4[C@H]([C@H](O[C@H]([C@@H]4O)O[C@@H]5[C@H](O[C@H]([C@@H]([C@H]5O)NC(=O)C)O)CO)CO)O)CO)O)O)O)O The molecule is an amino pentasaccharide consisting of alpha-sialyl, beta-D-galactosyl,N-acetyl-beta-D-glucosaminyl, beta-D-galactosyl and N-acetyl-beta-D-glucosamine residues connected sequentially by (2->6), (1->4), (1->3 and (1->4)) linkages. It has a role as an epitope. It is an amino pentasaccharide and a glucosamine oligosaccharide.